N12CCNCCNCCNCCNCCNCCNCCNCCCNCCNCCNCC2CCC1 1,4,7,10,13,16,19,22,26,29,32-undecazabicyclo[32.3.0]heptatriacontane